3-(4-trifluoromethyl-benzylidene)-5-(3-pyridyl)-N-methyl-4-piperidone FC(C1=CC=C(C=C2CN(CC(C2=O)C=2C=NC=CC2)C)C=C1)(F)F